(1R)-1-cyclobutylethylamine C1(CCC1)[C@@H](C)N